(+/-)-cis-1-tert-Butyl 3-Ethyl 4-(4-Methoxyphenyl)pyrrolidine-1,3-dicarboxylate COC1=CC=C(C=C1)[C@@H]1[C@@H](CN(C1)C(=O)OC(C)(C)C)C(=O)OCC |r|